(5-((cyclopropylmethyl)thio)pyrazin-2-yl)spiro[cyclohexane-1,2'-inden]-1'(3'H)-one C1(CC1)CSC=1N=CC(=NC1)C1C2(C(C3=CC=CC=C13)=O)CCCCC2